CC(C)(C#CC(C)(OOC(C)(C)C)C)OOC(C)(C)C 2,5-Dimethyl-2,5-Di-(tert-Butyl-peroxy)hexyne